NC1=CC=C(CCNC[C@H](O)C2=CC=CC=C2)C=C1 (R)-2-((4-aminophenethyl)amino)-1-phenylethan-1-ol